1-(6-fluoro-1H-indol-3-yl)-methylamine FC1=CC=C2C(=CNC2=C1)CN